[C@@H]1(NC[C@H]2[C@@H]1CCC2)C(=O)N[C@H](C(=O)N)C[C@H]2C(NCC2)=O (2S)-2-[(1S,3aR,6aS)-octahydrocyclopenta[c]pyrrol-1-ylformamido]-3-[(3S)-2-oxopyrrolidin-3-yl]propanamide